silver fluoride [Ag]F